C(CCCCCCCCCCCCCCCCC)NC(CCCCCCCCCCC(CCCCCC)O)=O N-stearyl-12-hydroxystearic acid amide